ClC=1C=C(C=C(C1OC)[N+](=O)[O-])C(=O)N1C2=C(OC3(C1)CC3)N=CC=C2 (3-chloro-4-methoxy-5-nitrophenyl)(spiro[cyclopropane-1,3'-pyrido[2,3-b][1,4]oxazin]-1'(2'H)-yl)methanone